ethyl 1-[(6-{3-azabicyclo[3.1.0]hexan-3-yl}-5-bromo-2-methylpyridin-3-yl)methyl]-1H-imidazole-4-carboxylate C12CN(CC2C1)C1=C(C=C(C(=N1)C)CN1C=NC(=C1)C(=O)OCC)Br